BrC1=CC(=C2C(=NNC2=C1C)I)Cl 6-bromo-4-chloro-3-iodo-7-methyl-1H-indazole